[(1RS,2RS,8aSR)-1,2,8,8-tetramethyl-1,2,3,5,6,7,8,8a-octahydro-2-naphthalenyl]ethenone C[C@H]1[C@](CC=C2CCCC([C@H]12)(C)C)(C)C=C=O |r|